(S)-6-(3-chloro-2,6-difluorophenyl)-1-methyl-2,5,6,7-tetrahydro-3H-pyrrolo[1,2-c]imidazole-3-thione ClC=1C(=C(C(=CC1)F)[C@@H]1CC=2N(C(NC2C)=S)C1)F